C(C=C)OC1=C(C=O)C=CC=C1O (allyloxy)-3-hydroxybenzaldehyde